N[C@@H](CCC(NCCOCCOCCOCCN(CC#C)CCO)=O)C(=O)OC(C)(C)C tert-butyl (S)-20-amino-4-(2-hydroxyethyl)-17-oxo-7,10,13-trioxa-4,16-diazahenicos-1-yn-21-oate